2-(4-chloro-2,5-dimethoxyphenyl)-N-[(2-methoxyphenyl)methyl]ethanamine ClC1=CC(=C(C=C1OC)CCNCC1=C(C=CC=C1)OC)OC